(R)-6-(bicyclo[1.1.1]pent-1-yl)-4-((1-(3-(difluoromethyl)-2-fluorophenyl)ethyl)amino)-1-methylpyrido[3,4-d]pyridazin-7(6H)-one C12(CC(C1)C2)N2C=C1C(=NN=C(C1=CC2=O)C)N[C@H](C)C2=C(C(=CC=C2)C(F)F)F